2'H-spiro[cyclohexane-1,1'-isoquinoline]-4-carboxylic acid C12(NC=CC3=CC=CC=C13)CCC(CC2)C(=O)O